OC1(CC(C1)C(=O)N1CC2(C1)CC(C2)OC2=C(C(=CC=C2)C(C)C)C(F)(F)F)C ((1s,3s)-3-hydroxy-3-methylcyclobutyl)(6-(3-isopropyl-2-(trifluoromethyl)phenoxy)-2-azaspiro[3.3]hept-2-yl)methanone